BrC1=CC=C2C=C(NC2=C1)C(=O)NC1=CC(=CC=C1)I 6-bromo-N-(3-iodophenyl)-1H-indole-2-carboxamide